3,5-dichloro-4-fluoro-phenyl 3-[4-(2-aminothiazol-4-yl)-1H-1,2,3-triazol-1-yl]-3-deoxy-1-thio-alpha-D-galactopyranoside NC=1SC=C(N1)C=1N=NN(C1)[C@@H]1[C@H]([C@@H](SC2=CC(=C(C(=C2)Cl)F)Cl)O[C@@H]([C@@H]1O)CO)O